O1C(=NN=C1)C=1N=C2N(C=3N=C(C=C(C3C=C2)C2=CC=C(C=C2)O)C(C(F)(F)F)(F)F)C1 4-(8-(1,3,4-oxadiazol-2-yl)-2-(perfluoroethyl)imidazo[1,2-a][1,8]naphthyridin-4-yl)phenol